valerlactam C1(CCCCN1)=O